ClC1=C(C=C(C=2C3=C(NC12)CCN(C3)C(CO)=O)C3=NN(C=C3)CCNC(CCOCCOCCOCCOCCOCCC(=O)N)=O)Cl N19-(2-(3-(6,7-dichloro-2-(2-hydroxyacetyl)-2,3,4,5-tetrahydro-1H-pyrido[4,3-b]indol-9-yl)-1H-pyrazol-1-yl)ethyl)-4,7,10,13,16-pentaoxanonadecanediamide